3-(tert-butyldisulfanyl)propan-1-ol tert-butyl-((1r,3r)-3-(4-cyclopropylpiperazin-1-yl)cyclobutyl)carbamate C(C)(C)(C)N(C(=O)OCCCSSC(C)(C)C)C1CC(C1)N1CCN(CC1)C1CC1